(1R,4S)-1-(2-(1-(tert-Butoxycarbonyl)piperidin-4-yl)ethyl)-4-(2,5-dimethyl-1H-pyrrol-1-yl)cyclopent-2-ene-1-carboxylic acid C(C)(C)(C)OC(=O)N1CCC(CC1)CC[C@@]1(C=C[C@H](C1)N1C(=CC=C1C)C)C(=O)O